(12aR)-9-bromo-10-fluoro-8-iodo-6-oxo-3,4,12,12a-tetrahydro-6H-pyrazino[2,1-c][1,4]benzooxazepine-2(1H)-carboxylic acid tert-butyl ester C(C)(C)(C)OC(=O)N1C[C@@H]2COC3=C(C(N2CC1)=O)C=C(C(=C3F)Br)I